3-(5-methyloxazol-2-yl)phenol CC1=CN=C(O1)C=1C=C(C=CC1)O